methyl 2-(4-(4,4,5,5-tetramethyl-1,3,2-dioxaborolan-2-yl)phenyl)propanoate CC1(OB(OC1(C)C)C1=CC=C(C=C1)C(C(=O)OC)C)C